(S)-2-(1-(6-(5-((4-(cyclopropylmethyl)-3-methyl-2-oxopyridin-1(2H)-yl)methyl)-1-methyl-1H-1,2,3-triazol-4-yl)-2-methylpyridin-3-yl)-5,5-difluoropiperidin-3-yl)acetic acid methyl ester COC(C[C@@H]1CN(CC(C1)(F)F)C=1C(=NC(=CC1)C=1N=NN(C1CN1C(C(=C(C=C1)CC1CC1)C)=O)C)C)=O